[Cl-].[Cl-].C[Zr](C1C=CC2=C(C=CC=C12)C1=CC=CC2=CC=CC=C12)(C1C=C(C=C1)CCCC)([SiH3])([SiH3])(C)(C)C Tetramethyldisilyl-(3-butyl-cyclopentadienyl)(4-naphthyl-indenyl)zirconium dichloride